FC1(CCC(CC1)NC1=NC(=NC(=N1)NC1CCC(CC1)(F)F)C1=NC(=CC=C1F)F)F N2,N4-bis(4,4-difluorocyclohexyl)-6-(3,6-difluoropyridin-2-yl)-1,3,5-triazine-2,4-diamine